8-fluoro-N-hydroxy-2-(7-oxaspiro[3.5]nonan-2-yl)-1,2,3,4-tetrahydroisoquinoline-6-carboxamide FC=1C=C(C=C2CCN(CC12)C1CC2(C1)CCOCC2)C(=O)NO